C(OCC)(OCCSSC1=NC=CC=C1)=O ethyl (2-(pyridin-2-yldisulfanyl)ethyl) carbonate